The molecule is a beta-alanine derivative that is propionic acid bearing a ureido group at position 3. It has a role as a metabolite and a mouse metabolite. It derives from a propionic acid. It is a conjugate acid of a N-carbamoyl-beta-alaninate. C(CNC(=O)N)C(=O)O